FC=1C=2N(C=C(C1)NC(=O)C=1C=CC(=C3C=NC(=NC13)OCC1COCC1)N1C[C@@H](N([C@@H](C1)C)C(=O)OC(C)(C)C)C)C=C(N2)C tert-butyl (2S,6R)-4-[8-[(8-fluoro-2-methyl-imidazo[1,2-a]pyridin-6-yl)carbamoyl]-2-(tetrahydrofuran-3-ylmethoxy)quinazolin-5-yl]-2,6-dimethyl-piperazine-1-carboxylate